NC1=CC=C(C=C1)C[C@@H](C(=O)O)OC (S)-3-(4-aminophenyl)-2-methoxypropionic acid